ClC=1N=C2C=CSC2=C(N1)N1CCC(CC1)C1=NC2=C(C=C(C=C2C(N1C)=O)C)[C@@H](C)NC=1C(=NC(=CC1)Cl)C(=O)O 3-[(R)-1-{2-[1-(5-chloro-1-thia-4,6-diaza-7-indenyl)-4-piperidyl]-3-methyl-6-methyl-4-oxo-8-quinazolinyl}ethylamino]-6-chloro-2-pyridinecarboxylic acid